(R)-N-(1-(1-(2,4-bis(trifluoromethyl)phenyl)ethyl)-1H-pyrazol-4-yl)-5-(pyrazin-2-yl)-1,3,4-thiadiazole-2-carboxamide FC(C1=C(C=CC(=C1)C(F)(F)F)[C@@H](C)N1N=CC(=C1)NC(=O)C=1SC(=NN1)C1=NC=CN=C1)(F)F